CC1=C(C=C(OC[C@H]2N(CC2)C(=O)OC(C)(C)C)C=C1)C(NC1(CC1)C1=C2C=CC(=NC2=CC(=C1)C1=NN(C=C1)C)C)=O tert-butyl (S)-2-((4-methyl-3-((1-(2-methyl-7-(1-methyl-1H-pyrazol-3-yl)quinolin-5-yl)cyclopropyl)carbamoyl)phenoxy)methyl)azetidine-1-carboxylate